5-(3-isopropyl-5-(piperidin-4-yl)-1H-indol-2-yl)-1,4-dimethyl-1H-indazole C(C)(C)C1=C(NC2=CC=C(C=C12)C1CCNCC1)C=1C(=C2C=NN(C2=CC1)C)C